Cl.C(C1=CC=CC=C1)OC(N[C@H]1[C@H](CNCC1)OC)=O ((3S,4R)-3-methoxypiperidin-4-yl)carbamic acid benzyl ester hydrochloride